NC=1C=C2C(=CNC2=CC1)C(C(F)F)O 1-(5-amino-1H-indol-3-yl)-2,2-difluoroethane-1-ol